C(#N)C1(CN(C1)C1=CC(=CC(=N1)N1CC2(C=3C=NC(=CC31)NC(C)=O)CC2)C)C N-(1'-(6-(3-cyano-3-methylazetidin-1-yl)-4-methylpyridin-2-yl)-1',2'-dihydrospiro[cyclopropane-1,3'-pyrrolo[3,2-c]pyridin]-6'-yl)acetamide